octadecadienoic acid-13C18 [13C]([13CH]=[13CH][13CH]=[13CH][13CH2][13CH2][13CH2][13CH2][13CH2][13CH2][13CH2][13CH2][13CH2][13CH2][13CH2][13CH2][13CH3])(=O)O